propyl (S)-2-(6-amino-3-((7-(5-methyl-1,2,4-oxadiazol-3-yl)isoquinolin-1-yl)amino)hexanamido)-4-methylthiazole-5-carboxylate formate C(=O)O.NCCC[C@@H](CC(=O)NC=1SC(=C(N1)C)C(=O)OCCC)NC1=NC=CC2=CC=C(C=C12)C1=NOC(=N1)C